C(C)(C)(C)OC(=O)N[C@@H](CC(=O)O)CN1C(CCC(C1)(F)F)=O (3S)-3-t-Butoxycarbonylamino-4-(5,5-difluoro-2-oxopiperidinyl)butanoic acid